2-(3-(methoxycarbonyl)phenyl)-2-oxoacetic acid COC(=O)C=1C=C(C=CC1)C(C(=O)O)=O